tert-butyl (R)-2-((1-(3-cyano-2-(4,4-dimethylpiperidin-1-yl)-7-methyl-4-oxo-4H-pyrido[1,2-a]pyrimidin-9-yl)ethyl)amino)benzoate C(#N)C1=C(N=C2N(C1=O)C=C(C=C2[C@@H](C)NC2=C(C(=O)OC(C)(C)C)C=CC=C2)C)N2CCC(CC2)(C)C